6-(2,6-Dimethylphenyl)-2-((2,4,4-trimethyl-1,2,3,4-tetrahydroisoquinolin-7-yl)amino)-8,9-dihydroimidazo[1,2-a]pyrimido[5,4-e]pyrimidin-5(6H)-one CC1=C(C(=CC=C1)C)N1C=2N(C3=C(C1=O)C=NC(=N3)NC3=CC=C1C(CN(CC1=C3)C)(C)C)CCN2